[5-(1,3,3-trimethyl-1,3-dihydro-2H-indol-2-ylidene)penta-1,3-dien-1-yl]-3H-indolium chloride [Cl-].CN1C(C(C2=CC=CC=C12)(C)C)=CC=CC=C[N+]1=CCC2=CC=CC=C12